C1(CCCCC1)S(=O)(=O)C1=CC=C(C=C1)C1CNC1 3-(4-cyclohexylsulfonyl-phenyl)azetidine